(5R,6R)-6-((1R)-1-(tert-butyldimethylsilyloxy)-5-(tetrahydro-2H-pyran-2-yloxy)pent-3-ynyl)-2,2,3,3,13,13-hexamethyl-12,12-diphenyl-5-vinyl-4,7,11-trioxa-3,12-disilatetradecane [Si](C)(C)(C(C)(C)C)O[C@H](CC#CCOC1OCCCC1)[C@H]([C@H](O[Si](C(C)(C)C)(C)C)C=C)OCCCO[Si](C(C)(C)C)(C1=CC=CC=C1)C1=CC=CC=C1